3-(2-(5-(4-methoxybenzylidene)-3-(3-isopropylphenyl)-4-oxothiazolidin-2-ylidene)hydrazono)-5-bromo-1H-indol-2-one COC1=CC=C(C=C2C(N(C(S2)=NN=C2C(NC3=CC=C(C=C23)Br)=O)C2=CC(=CC=C2)C(C)C)=O)C=C1